(R)-8-phenyl-2-(2-((S)-pyrrolidin-3-yloxy)pyridin-4-yl)-7,8-dihydro-6H-pyrrolo[2',1':2,3]imidazo[4,5-b]pyridine C1(=CC=CC=C1)[C@H]1CCC2=NC=3C(=NC(=CC3)C3=CC(=NC=C3)O[C@@H]3CNCC3)N21